O1CCN(CC1)C1=NC=C(C=N1)C=1C=CC=2N(C1)C1=C(N2)CCCC1(O)C=1C=C(C=CC1)C 2-(2-morpholinopyrimidin-5-yl)-9-(m-tolyl)-6,7,8,9-tetrahydrobenzo[4,5]imidazo[1,2-a]pyridin-9-ol